CS(=O)(=O)O.C(C1=CC=CC=C1)NC([C@@H](C)N1C([C@H](CC1=O)N(C)C)=O)=O (2R,S)-N-benzyl-2-(3-(dimethylamino)-2,5-dioxopyrrolidin-1-yl)propanamide methanesulfonate